C(C1=CC=CC=C1)N1N=C(N=C1)C(=O)N[C@@H]1C(N(C=2N(CCC1)C=NC2)C)=O (S)-1-benzyl-N-(1-methyl-2-oxo-1,2,3,4,5,6-hexahydroimidazo[1,5-a][1,3]diazocine-3-yl)-1H-1,2,4-triazole-3-carboxamide